2-hydroxy-3-[4-(trifluoromethoxy)phenyl]Propionic acid OC(C(=O)O)CC1=CC=C(C=C1)OC(F)(F)F